C1(CCC1)CN[C@H]1CN(CCC1)C1=CC=C(C=N1)CNC(=O)C=1N=C2N(C(C1)=O)C=CC=C2 (R)-N-((6-(3-((cyclobutylmethyl)amino)piperidin-1-yl)pyridin-3-yl)methyl)-4-oxo-4H-pyrido[1,2-a]pyrimidine-2-carboxamide